(1,3,3-trimethylazetidin-2-yl)methanol CN1C(C(C1)(C)C)CO